(S)-7-((5-amino-6-oxo-4-(trifluoromethyl)pyrimidin-1(6H)-yl)methyl)-4-(cyclopropylethynyl)-4-(trifluoromethyl)-3,4-dihydroquinazolin-2(1H)-one NC1=C(N=CN(C1=O)CC1=CC=C2[C@](NC(NC2=C1)=O)(C(F)(F)F)C#CC1CC1)C(F)(F)F